3-(3-bromophenyl)sulfonyl-cyclobutanone BrC=1C=C(C=CC1)S(=O)(=O)C1CC(C1)=O